[NH4+].C(CN(CC(=O)[O-])CC(=O)[O-])N(CC(=O)[O-])CC(=O)[O-].[NH4+].[NH4+].[NH4+] ethylenediaminetetraacetic acid ammonium salt